C(C1=CC=CC=C1)OC(=O)N1CC2(CC2)C[C@H]1C(=O)OC methyl (S)-N-benzyloxycarbonyl-5-azaspiro[2.4]heptane-6-carboxylate